(Z)-3-((3,5-dimethyl-1H-pyrrol-2-yl)methylene)-N-(2-hydroxyethyl)-2-oxo-N-(prop-2-yn-1-yl)-1-(pyridin-3-ylmethyl)indole-6-carboxamide CC1=C(NC(=C1)C)\C=C\1/C(N(C2=CC(=CC=C12)C(=O)N(CC#C)CCO)CC=1C=NC=CC1)=O